6,6'-((Ethane-1,2-diylbis(azanediyl))bis(carbonyl))bis(1-(benzyloxy)-2-oxo-1,2-dihydropyridine-3-carboxylic acid) C(CNC(=O)C1=CC=C(C(N1OCC1=CC=CC=C1)=O)C(=O)O)NC(=O)C1=CC=C(C(N1OCC1=CC=CC=C1)=O)C(=O)O